Cl.FC=1C(=C(C=CC1C1=NC=NN2C1=CC(=C2)N2CCOCC2)[C@@H](C)N)C (R)-1-(3-fluoro-2-methyl-4-(6-morpholinopyrrolo[2,1-f][1,2,4]triazin-4-yl)phenyl)ethan-1-amine hydrochloride